para-methylpyridine CC1=CC=NC=C1